[Si](C)(C)(C(C)(C)C)OCCCNC1=C2C(N(C(=NC2=CC=C1)C)C1C(NC(CC1)=O)=O)=O 3-(5-((3-((tert-butyldimethylsilyl)oxy)propyl)amino)-2-methyl-4-oxoquinazolin-3(4H)-yl)piperidine-2,6-dione